4-(2-((3S,8aR)-7-(3-chloro-2-fluoro-6-(1H-tetrazol-1-yl)phenyl)-5-oxo-1,2,3,5,8,8a-hexahydroindolizin-3-yl-8a-d)-1H-imidazol-5-yl)-3-fluoro-2-(hydroxymethyl)pyridine 1-oxide ClC=1C(=C(C(=CC1)N1N=NN=C1)C1=CC(N2[C@@H](CC[C@@]2(C1)[2H])C=1NC(=CN1)C1=C(C(=[N+](C=C1)[O-])CO)F)=O)F